5-[(4-Methanesulfonylbenzyl)methylamino]-2-(pyridin-2-yl)-4,5,6,7-tetrahydro-2H-indazol-3-ol CS(=O)(=O)C1=CC=C(CN(C2CC3=C(N(N=C3CC2)C2=NC=CC=C2)O)C)C=C1